diphenylphosphino-1,1'-biphenyl C1(=CC=CC=C1)P(C1=CC=CC=C1)C1=C(C=CC=C1)C1=CC=CC=C1